(S)-3,3-difluoro-1-(4-((8-((2R,3S)-3-hydroxy-2-methylazetidin-1-yl)-5-isopropyl-2,7-naphthyridin-3-yl)amino)pyrimidin-2-yl)-4-methylpiperidin-4-ol FC1(CN(CC[C@@]1(O)C)C1=NC=CC(=N1)NC=1N=CC2=C(N=CC(=C2C1)C(C)C)N1[C@@H]([C@H](C1)O)C)F